2-(3,4-dimethoxyphenyl)-5-(4-((1-isobutylpiperidin-4-yl)oxy)phenyl)-3-isopropyl-1H-indole COC=1C=C(C=CC1OC)C=1NC2=CC=C(C=C2C1C(C)C)C1=CC=C(C=C1)OC1CCN(CC1)CC(C)C